OC(C1=CC=C(C=N1)NC(OC(C)(C)C)=O)C1(CCC1)C1=NC=CC=C1 O-tert-butyl (6-(hydroxyl(1-(pyridin-2-yl)cyclobutyl)methyl)pyridin-3-yl)carbamate